6-methyl-6-benzene-butanetriol CC1(C=CC=CC1)CCCC(O)(O)O